4-methoxy-6-(pyridine-2-oxy)benzo[d]isoxazol-3-amine COC1=CC(=CC2=C1C(=NO2)N)OC2=NC=CC=C2